5-methylmorpholine-3-one CC1COCC(N1)=O